7-(2-((6-(4-(Trifluoromethyl)cyclohexyl)pyridin-3-yl)oxy)ethyl)-2-thia-7-azaspiro[3.5]nonane 2,2-dioxide FC(C1CCC(CC1)C1=CC=C(C=N1)OCCN1CCC2(CS(C2)(=O)=O)CC1)(F)F